C1(=CC=CC=C1)[CH2+] phenyl-carbenium